1-octylnonyl 8-[3-[2-[2-(2-aminoethoxy)ethoxy]ethylcarbamoyloxy]-2-[8-(1-octylnonoxy)-8-oxooctoxy]propoxy]octanoate NCCOCCOCCNC(=O)OCC(COCCCCCCCC(=O)OC(CCCCCCCC)CCCCCCCC)OCCCCCCCC(=O)OC(CCCCCCCC)CCCCCCCC